C(C)(C)(C)OC(=O)N1CCC2(CC1)/C(/C1=CC(=CC=C1C2)C#N)=N/[S@](=O)C(C)(C)C (1Z)-1-[(R)-tert-butylsulfinyl]imino-6-cyano-spiro[indan-2,4'-piperidine]-1'-carboxylic acid tert-butyl ester